CC(C1=CC=CC=C1)(C1=CC=C(C=C1)O)C1=CC(=C(C(=C1)C)O)C 4-[alpha-methyl-(3,5-dimethyl-4-hydroxyphenyl)benzyl]phenol